FC(N1N=CC(=C1)[C@H]1CNC[C@H](O1)C)F (2S,6R)-2-[1-(difluoromethyl)pyrazol-4-yl]-6-methylmorpholine